tert-butyl 4-[3-[3,5-dimethoxy-4-(2,2,2-trifluoroethylcarbamoyl)phenyl]imidazo[1,2-a]pyridin-7-yl]-3,6-dihydro-2H-pyridine-1-carboxylate COC=1C=C(C=C(C1C(NCC(F)(F)F)=O)OC)C1=CN=C2N1C=CC(=C2)C=2CCN(CC2)C(=O)OC(C)(C)C